2-fluoro-5-({4-[({2-[methyl(methylsulfonyl)amino]pyridin-3-yl}methyl)amino]-5-(trifluoromethyl)pyrimidin-2-yl}amino)benzamide FC1=C(C(=O)N)C=C(C=C1)NC1=NC=C(C(=N1)NCC=1C(=NC=CC1)N(S(=O)(=O)C)C)C(F)(F)F